CN(CC=CC(=O)N[C@@H]1C[C@@H](CCC1)OC=1C=2N(C=C(N1)C=1C=NN(C1)C)N=CC2F)C 4-(dimethylamino)-N-((1S,3R)-3-((3-fluoro-6-(1-methyl-1H-pyrazol-4-yl)pyrazolo[1,5-a]pyrazin-4-yl)oxy)cyclohexyl)but-2-enamide